BrC1=C(N=C(S1)C1(C=C(C(C(C1)(C)C)=O)C#N)OC)C 3-(5-bromo-4-methyl-1,3-thiazol-2-yl)-3-methoxy-5,5-dimethyl-6-oxocyclohex-1-ene-1-carbonitrile